2-[4-[2,6-dimethyl-4-(trifluoromethyl)anilino]imidazo[4,5-c]pyridin-1-yl]-N-ethyl-N-methyl-acetamide CC1=C(NC2=NC=CC3=C2N=CN3CC(=O)N(C)CC)C(=CC(=C1)C(F)(F)F)C